2-[(2R)-3-[(4-methoxyphenyl)methoxy]-2-methyl-propyl]isoindoline-1,3-dione COC1=CC=C(C=C1)COC[C@@H](CN1C(C2=CC=CC=C2C1=O)=O)C